C1=CC=CC2=CC=C3C(=C4C=CC=CC4=CC3=C12)B([O-])[O-] 7-tetraphenylboronate